ClC1=C2C(=NC=C1OC=1C=NN3C1C(=NC=C3)NC)N=C(N2C)NC2=CC(=CC(=C2)C(F)(F)F)OCC2CN(C2)C 7-chloro-1-methyl-6-((4-(methylamino)pyrazolo[1,5-a]pyrazin-3-yl)oxy)-N-(3-((1-methylazetidin-3-yl)methoxy)-5-(trifluoromethyl)phenyl)-1H-imidazo[4,5-b]pyridin-2-amine